FC1=CC=C(C=C1)C(C([2H])[2H])=O 1-(4-fluorophenyl)ethan-1-one-2,2-d